tert-butyl 3-methyl-6-(4,4,5,5-tetramethyl-1,3,2-dioxaborolan-2-yl)-3,4-dihydro-2H-pyridine-1-carboxylate CC1CN(C(=CC1)B1OC(C(O1)(C)C)(C)C)C(=O)OC(C)(C)C